ClC1=C(C(=NC(=N1)C)N1CCOCC1)OC (6-chloro-5-methoxy-2-methylpyrimidin-4-yl)morpholine